N(C1=CC=CC=C1)C1=C(C=C(C=C1)S(=O)(=O)NC1=CC=CC=C1)[N+](=O)[O-] 4-(anilino)-3-nitro-N-phenylbenzenesulfonamide